FC(C(=O)O)(F)F.N1(C=NC=C1)C=1C=C(C(=NC1)C=1SC=2N=C(SC2N1)N(C1CCNCC1)C)O 5-(1H-imidazol-1-yl)-2-{5-[methyl(piperidin-4-yl)amino][1,3]thiazolo[5,4-d][1,3]thiazol-2-yl}pyridin-3-ol trifluoroacetate